CC=1C=C(C=CC1O)C1=CC(=CC(=C1)C1=CC(=C(C=C1)O)C)C1=CC(=C(C=C1)O)C 1,3,5-tris(3-methyl-4-hydroxyphenyl)benzene